4,4-difluoro-3-phenylbut-2-enoic acid ethyl ester C(C)OC(C=C(C(F)F)C1=CC=CC=C1)=O